BrC1=C(C=C(C=C1)C(C)=O)O 1-(4-bromo-3-hydroxyphenyl)ethan-1-one